CC1N(CC(NC1)C)C=1C=CC(=C2N=C(SC21)OC)C(=O)NC2=CC1=CN(N=C1C(=C2)F)C 7-(2,5-dimethylpiperazin-1-yl)-N-(7-fluoro-2-methyl-indazol-5-yl)-2-methoxy-1,3-benzothiazole-4-carboxamide